3-{3-[(3,4-difluorophenyl)methoxy]-4-ethanesulfonamidophenyl}-5-[(pyrazin-2-yl)amino]-1-{[2-(trimethylsilyl)ethoxy]methyl}-1H-pyrazole-4-carboxamide FC=1C=C(C=CC1F)COC=1C=C(C=CC1NS(=O)(=O)CC)C1=NN(C(=C1C(=O)N)NC1=NC=CN=C1)COCC[Si](C)(C)C